Cl.ClCC(=O)CCl chloromethyl ketone hydrochloride